acrylamido-sulfonate C(C=C)(=O)NS(=O)(=O)[O-]